4-fluoro-2-((1-methylethyl)sulfonamido)-N-(4-(4-(trifluoromethyl)phenyl)thiazol-2-yl)benzamide FC1=CC(=C(C(=O)NC=2SC=C(N2)C2=CC=C(C=C2)C(F)(F)F)C=C1)NS(=O)(=O)C(C)C